5-chloro-N-(2,2-dimethylcyclobutyl)-1H-pyrazolo[3,4-c]pyridine-7-carboxamide ClC=1C=C2C(=C(N1)C(=O)NC1C(CC1)(C)C)NN=C2